(5s,7s)-7-fluoro-2-[trans-2-methylcyclopropyl]-5-phenyl-6,7-dihydro-5H-pyrrolo[1,2-b][1,2,4]triazole F[C@H]1C[C@H](N2N=C(N=C21)[C@H]2[C@@H](C2)C)C2=CC=CC=C2